(4-(2-(4-hydroxy-but-ynyl)-4-nitrophenyl)piperazin-1-yl)carboxylic acid tert-butyl ester C(C)(C)(C)OC(=O)N1CCN(CC1)C1=C(C=C(C=C1)[N+](=O)[O-])C#CCCO